3-(4-bromo-3-chloro-phenyl)-1-(3,4-dimethylphenyl)pyrazolo[4,3-c]quinoline BrC1=C(C=C(C=C1)C1=NN(C2=C1C=NC=1C=CC=CC21)C2=CC(=C(C=C2)C)C)Cl